E-palmitic acid C(CCCCCCCCCCCCCCC)(=O)O